C(#N)C1=C(C=C(C=C1)NC\C=C(\C)/N1N=CC(=C1)F)C(F)(F)F (Z)-N-(4-cyano-3-(trifluoromethyl)phenyl)-3-(4-fluoro-1H-pyrazol-1-yl)but-2-enamine